methyl (S)-2-((((1-(3-amino-6-chloropyridazin-4-yl)piperidin-4-yl)oxy) carbonyl)amino)-3,3-dimethylbutanoate NC=1N=NC(=CC1N1CCC(CC1)OC(=O)N[C@H](C(=O)OC)C(C)(C)C)Cl